CC=1C=C(C=CC1)C1=NC=NC(=C1)C1=CC(=CC=C1)C 4,6-bis(3-methylphenyl)pyrimidine